(E)-4-(7-bromo-1H-indazol-1-yl)-1-phenylbut-2-en-1-one BrC=1C=CC=C2C=NN(C12)C/C=C/C(=O)C1=CC=CC=C1